4-methyl-N-(quinolin-8-yl)pyridine-3-sulfonamide CC1=C(C=NC=C1)S(=O)(=O)NC=1C=CC=C2C=CC=NC12